C[NH+](CCCCCC=O)C N,N-dimethyl-6-oxohexan-1-aminium